C(#N)C1=CC=CC=2C(=C(CCCC21)C2=C(C=C(C=C2)Cl)Cl)C2=CC=C(C=C2)CC2CN(C2)CCCF 4-Cyano-8-(2,4-dichlorophenyl)-9-(4-((1-(3-fluoropropyl)azetidin-3-yl)methyl)phenyl)-6,7-dihydro-5H-benzo[7]annulen